ClC1=C(C=CC(=C1)NC=1C=2N(C=CN1)C(=CN2)C=2C(=NNC2)C(F)(F)F)C(=O)N2CCN(CC2)C(=O)[C@@H]2NC[C@H](C2)O [2-chloro-4-[[3-[3-(trifluoromethyl)-1H-pyrazol-4-yl]imidazo[1,2-a]pyrazin-8-yl]amino]phenyl]-[4-[(2R,4S)-4-hydroxypyrrolidine-2-carbonyl]piperazin-1-yl]methanone